FC(C(=O)O)(F)F.FC(C(=O)O)(F)F.FC(C(=O)O)(F)F.NC1=NC=C(C=C1C=1C=C2CCNC(C2=CC1)=O)C1=CC(=C(C=C1)N1CCN(CC1)C)CN1CC(CC1)(F)F 6-(2-amino-5-(3-((3,3-difluoropyrrolidin-1-yl)methyl)-4-(4-methylpiperazin-1-yl)phenyl)pyridin-3-yl)-3,4-dihydroisoquinolin-1(2H)-one tris(2,2,2-trifluoroacetate)